(4-((1H-1,2,4-triazol-1-yl)sulfonyl)phenyl)(4-((2-methoxyphenyl)amino)piperidin-1-yl)-methanone N1(N=CN=C1)S(=O)(=O)C1=CC=C(C=C1)C(=O)N1CCC(CC1)NC1=C(C=CC=C1)OC